C(C)(C)(C)[S@](=O)N[C@@H](C)C1=CC=C(C=C1)C1(CCC(CC1)(F)F)NC(CNC(OCC1=CC=CC=C1)=O)=O benzyl {2-[(1-{4-[(1S)-1-{[(S)-tert-butylsulfinyl]amino}ethyl]phenyl}-4,4-difluorocyclohexyl)amino]-2-oxoethyl}carbamate